S1C(=CC=C1)\C(\C)=N\NC(=S)NN (E)-N'-(1-(thiophen-2-yl)ethylidene)hydrazinecarbothiohydrazide